C(C=CC=CC=CC=CC=CC=CCCCCCCCCC)(=O)NCCOC(C1=CC=C(C=C1)Cl)=O 4-chlorobenzoic acid-(docosahexenoylaminoethyl) ester